[Ti].[Sn].[Si].ClC1=C(C=CC=C1)C(C(=O)N)C1=NC=CC(=C1)C(F)F 2-(2-chlorophenyl)-2-(4-(difluoromethyl)pyridin-2-yl)acetamide silicon-tin-titanium